4,5-diamino-1,2-dihydroxybenzene NC1=CC(=C(C=C1N)O)O